6-Bromo-1-methyl-N-(p-tolyl)-1,2-dihydro-3H-benzo[e]indole-3-carboximidamide 2,2,2-trifluoroacetic acid salt FC(C(=O)O)(F)F.BrC1=CC=CC=2C=3C(CN(C3C=CC21)C(NC2=CC=C(C=C2)C)=N)C